COC1=NN(C=C1C(=O)NC1=NC(=CC=C1)C1=NN=C(N1[C@H](C(F)(F)F)C)C)C1=NC=CN=C1 (S)-3-methoxy-N-(6-(5-methyl-4-(1,1,1-trifluoropropan-2-yl)-4H-1,2,4-triazol-3-yl)pyridin-2-yl)-1-(pyrazin-2-yl)-1H-pyrazole-4-carboxamide